N-[(1r,3s)-3-{[2-(trifluoromethyl)quinolin-4-yl]amino}cyclohexyl]piperidine-4-carboxamide Benzyl-(R)-(3-bromo-1-(3-methylbicyclo[1.1.1]pentan-1-yl)-2-oxopropyl)carbamate C(C1=CC=CC=C1)N(C(O)=O)[C@@H](C(CBr)=O)C12CC(C1)(C2)C.FC(C2=NC1=CC=CC=C1C(=C2)N[C@@H]2C[C@@H](CCC2)NC(=O)C2CCNCC2)(F)F